tert-butyl 4-([4-[2-(2,6-dioxopiperidin-3-yl)-1,3-dioxoisoindol-5-yl]piperazin-1-yl]methyl)piperidine-1-carboxylate O=C1NC(CCC1N1C(C2=CC=C(C=C2C1=O)N1CCN(CC1)CC1CCN(CC1)C(=O)OC(C)(C)C)=O)=O